(15R)-23-amino-6,21-bis(trifluoromethyl)-26-oxa-3,4,19,24,25-pentaazapentacyclo[18.3.1.12,5.17,11.015,19]hexacosan-1(24),2,4,7(25),8,10,20,22-octaen-6-ol NC1=CC(=C2N3CCC[C@H]3CCCC3=CC=CC(C(C4=NN=C(C1=N2)O4)(O)C(F)(F)F)=N3)C(F)(F)F